CC1=C2C(=NC=C1)NC=N2 7-methyl-3H-imidazo[4,5-b]pyridine